methyl 2-(3-(4-amino-3-hydroxytetrahydro-2H-pyran-2-yl)phenyl)acetate NC1C(C(OCC1)C=1C=C(C=CC1)CC(=O)OC)O